(R)-6-(6-(1-(2,2-difluoro-1-(4-fluorophenyl)propyl)-1H-pyrazol-4-yl)pyrazin-2-yl)-8-fluoro-[1,2,4]triazolo[1,5-a]pyridin-2-amine FC([C@@H](C1=CC=C(C=C1)F)N1N=CC(=C1)C1=CN=CC(=N1)C=1C=C(C=2N(C1)N=C(N2)N)F)(C)F